4-methyl-benzenesulfonic acid hydrate O.CC1=CC=C(C=C1)S(=O)(=O)O